((1R,5S)-4-hydroxy-6,6-dimethylbicyclo[3.1.1]hept-2-en-2-yl) methylpivalate CCC(C(=O)OC=1[C@H]2C([C@@H](C(C1)O)C2)(C)C)(C)C